COCC(CO)O 3-Methoxy-1,2-propanediol